N1(CCCCC1)CCN (2-piperidin-1-yl-ethyl)-amine